4-amino-7-chloro-N-(6-((1-ethyl-1H-pyrazol-4-yl)ethynyl)-2,3-dihydrobenzofuran-3-yl)-N,1-dimethyl-1H-pyrazolo[4,3-c]quinoline-8-carboxamide NC1=NC=2C=C(C(=CC2C2=C1C=NN2C)C(=O)N(C)C2COC1=C2C=CC(=C1)C#CC=1C=NN(C1)CC)Cl